(E)-5'-bromo-1-methyl-[3,3'-biindolinylidene]-2,2'-dione BrC=1C=C2/C(/C(NC2=CC1)=O)=C/1\C(N(C2=CC=CC=C12)C)=O